5-(2-chlorophenyl)-6-fluoro-3-(methylamino)-4H-benzo[e][1,2,4]thiadiazine 1,1-dioxide ClC1=C(C=CC=C1)C1=C(C=CC2=C1NC(=NS2(=O)=O)NC)F